ClC=1CN(C=CC1I)CC 3-chloro-N-ethyl-4-iodopyridin